5-(1,2,2,6,6-pentamethylpiperidyl)-sebacate CN1C(C(CCC1(C)C)C(CCCC(=O)[O-])CCCCC(=O)[O-])(C)C